CC(CCCCCCCC)CCCC(CCCCCCCCCCCCCCCC)C 9,13-dimethylnonacosane